C(#N)CC1CC(C1)(C1=NN=CN1C)C=1C=C(C=CC1)NC(=O)C1=CC(=C2C(=N1)C(CN2)(C)C)CNC2CCCC2 N-(3-((1s,3s)-3-(cyanomethyl)-1-(4-methyl-4H-1,2,4-triazol-3-yl)cyclobutyl)phenyl)-7-((cyclopentylamino)methyl)-3,3-dimethyl-2,3-dihydro-1H-pyrrolo[3,2-b]pyridine-5-carboxamide